benzyl(trimethyl)azanium chloride [Cl-].C(C1=CC=CC=C1)[N+](C)(C)C